N-butyl-N-ethyl-2,5,6-trimethyl-7-(2,4,6-trimethylphenyl)pyrrolo[3,2-e]pyrimidin-4-amine C(CCC)N(C1=NC(=NC2=C1C(=C(N2C2=C(C=C(C=C2C)C)C)C)C)C)CC